quinolin-4-yl-N-(3-{2-[2-(2-aminoethoxy)ethoxy]ethoxy}propionyl)-L-alpha-aspartyl-L-valine N1=CC=C(C2=CC=CC=C12)N([C@@H](CC(O)=O)C(=O)N[C@@H](C(C)C)C(=O)O)C(CCOCCOCCOCCN)=O